NC1=NC=CC=C1C1=NC=2C(=NC(=CC2)C2=CC=CC=C2)N1C1=CC=C(C(=N1)C)NC(=O)C1CC2(CC(C2)C(=O)OC)C1 methyl 6-((6-(2-(2-aminopyridin-3-yl)-5-phenyl-3H-imidazo[4,5-b]pyridin-3-yl)-2-methylpyridin-3-yl)carbamoyl)spiro[3.3]heptane-2-carboxylate